N1C=CCC1C(=O)O.OCCCCOC1=CC=C(C=C1)\C=C\C(=O)C1=CC=CC=C1 4-(4-hydroxy-butyloxy)chalcone Pyrrolin-5-Carboxylat